4-(4-methylthiazol-5-yl)benzylpyrrolidine-2-carboxamide CC=1N=CSC1C1=CC=C(CN2C(CCC2)C(=O)N)C=C1